F[P-](F)(F)(F)(F)F.C(#N)C(C(=O)OCC)=NO[C+](N1CCOCC1)N(C)C (1-Cyano-2-ethoxy-2-oxoethylidenaminooxy)-dimethylamino-morpholino-carbenium hexafluorophosphate